C(C1=CC=CC=C1)OC1=C(C=C(C(=C1)NC)[N+](=O)[O-])C(C)=O 1-(2-(Benzyloxy)-4-(methylamino)-5-nitrophenyl)ethane-1-one